8-bromo-2,3-difluoro-1,5-naphthyridine BrC=1C=CN=C2C=C(C(=NC12)F)F